C(=O)C1=CC=C(C=C1)S=C(N(C)C)O.C(#N)C=1C=C(C(=O)N=C2NCCN2)C=C(C1NC1=CC(=CC=C1)C(NC1(CC1)C)=O)C1CC1 3-cyano-5-cyclopropyl-N-[imidazolidin-2-ylidene]-4-({3-[(1-methylcyclopropyl)carbamoyl]phenyl}amino)benzamide S-(4-formylphenyl)N,N-dimethylcarbamothioate